5-(m-chlorophenylseleno)-1-methanesulfonylindoline ClC=1C=C(C=CC1)[Se]C=1C=C2CCN(C2=CC1)S(=O)(=O)C